8-(1,1':4',1''-terphenyl-3-yl-2,4,5,6,2',3',5',6',2'',3'',4'',5'',6''-d13)-4-[3-(dibenzothiophen-4-yl-1,2,3,6,7,8,9-d7)phenyl-2,4,6-d3]-[1]benzofuro[3,2-d]pyrimidine C=1(C(=C(C(=C(C1[2H])[2H])[2H])C=1C=CC2=C(C1)C=1N=CN=C(C1O2)C2=C(C(=C(C=C2[2H])[2H])C2=C(C(=C(C1=C2SC2=C1C(=C(C(=C2[2H])[2H])[2H])[2H])[2H])[2H])[2H])[2H])[2H])C2=C(C(=C(C(=C2[2H])[2H])C2=C(C(=C(C(=C2[2H])[2H])[2H])[2H])[2H])[2H])[2H]